4-[[3-[1-(2,2-difluoroethyl)-3-(trifluoromethyl)pyrazol-4-yl]imidazo[1,2-a]pyrazin-8-yl]amino]-2-ethyl-N-[2-oxo-2-(4-piperidylmethylamino)ethyl]benzamide FC(CN1N=C(C(=C1)C1=CN=C2N1C=CN=C2NC2=CC(=C(C(=O)NCC(NCC1CCNCC1)=O)C=C2)CC)C(F)(F)F)F